2-(4-((5-fluoro-4-((4-hydroxybicyclo[2.2.2]octan-1-yl)methoxy)pyrimidin-2-yl)amino)-3-methyl-1H-pyrazol-1-yl)-2-methylpropanenitrile FC=1C(=NC(=NC1)NC=1C(=NN(C1)C(C#N)(C)C)C)OCC12CCC(CC1)(CC2)O